3-tert-butyl-4-{[3-(2,2-dimethylpropanamido)phenyl]amino}-N-[(2Z)-imidazolidin-2-ylidene]benzamide C(C)(C)(C)C=1C=C(C(=O)N=C2NCCN2)C=CC1NC1=CC(=CC=C1)NC(C(C)(C)C)=O